ClC1=C(C=NC2=CC=CC=C12)C#C[Si](C)(C)C 4-chloro-3-((trimethylsilyl)-ethynyl)quinoline